C1(CCC12CNCCC2)O 6-azaspiro[3.5]nonan-1-ol